ClC1=CC=C(C=C1)C1=NC2=C(N1C1=CC=CC=C1)C=C(C=C2)OC 2-(4-chlorophenyl)-6-methoxy-1-phenyl-1H-benzo[d]imidazole